bis(4-(9-(4-hydroxyphenyl)-9H-fluoren-9-yl) phenyl) 3,3'-dithiodipropionate C(CCSSCCC(=O)OC1=CC=C(C=C1)C1(C2=CC=CC=C2C=2C=CC=CC12)C1=CC=C(C=C1)O)(=O)OC1=CC=C(C=C1)C1(C2=CC=CC=C2C=2C=CC=CC12)C1=CC=C(C=C1)O